N-5-methylisoxazolyl-3-formyl-O-methyl-L-seryl-glycine CC1=CC(=NO1)N[C@@H](C(OC)C=O)C(=O)NCC(=O)O